4,5-dimethoxy-2-nitrobenzoyl bromide COC1=CC(=C(C(=O)Br)C=C1OC)[N+](=O)[O-]